N,N-bis(trimethylsilyl)methacrylamide C[Si](N(C(C(=C)C)=O)[Si](C)(C)C)(C)C